p-(7-chloroheptanamido)-L-phenylalanine ClCCCCCCC(=O)NC1=CC=C(C[C@H](N)C(=O)O)C=C1